ClC1=C(C=CC=C1)N1C(=NN=C1C1=NC=NC=C1)C1CC(C1)NC(=O)C1=NC=C(C=C1)OC N-((1R,3r)-3-(4-(2-chlorophenyl)-5-(pyrimidin-4-yl)-4H-1,2,4-triazol-3-yl)cyclobutyl)-5-methoxypyridineamide